Ethyl-methyl-dichlorosilane tetradecylphosphate disodium [Na+].[Na+].C(CCCCCCCCCCCCC)OP(=O)([O-])[O-].C(C)[Si](Cl)(Cl)C